3-[[4-[3-(Difluoromethyl)-4-fluoro-phenyl]pyrazol-1-yl]methyl]-5-ethyl-1H-pyrazole FC(C=1C=C(C=CC1F)C=1C=NN(C1)CC1=NNC(=C1)CC)F